(R)-3,8-difluoro-6-((R)-1-hydroxy-2-((3aS,5S,6aR)-3a-hydroxy-5-phenoxyhexahydrocyclopenta[c]pyrrol-2(1H)-yl)ethyl)-3,4-dihydroquinolin-2(1H)-one F[C@H]1C(NC2=C(C=C(C=C2C1)[C@H](CN1C[C@@H]2[C@](C1)(C[C@H](C2)OC2=CC=CC=C2)O)O)F)=O